C(\C=C/CCCCCC)OC(CCCNC(C(CCC(=O)NC(CC(=O)NCCCCCCCCCCCC)C(NCCCCCCCCCCCC)=O)NC(CCCN(C)C)=O)=O)=O [(Z)-non-2-enyl]-4-[[2-[4-(dimethylamino)butanoylamino]-5-[[3-(dodecylamino)-1-(dodecylcarbamoyl)-3-oxo-propyl]amino]-5-oxo-pentanoyl]amino]butanoate